4-(((tert-butoxycarbonyl) amino) methyl)-4-fluorocyclohexyl mesylate S(C)(=O)(=O)OC1CCC(CC1)(F)CNC(=O)OC(C)(C)C